1-(cyclopentylmethyl)-3-(4-fluorophenyl)-2,4-dioxo-1,2,3,4-tetrahydropyrimidine-5-carboxylic acid C1(CCCC1)CN1C(N(C(C(=C1)C(=O)O)=O)C1=CC=C(C=C1)F)=O